N-(4-(1H-imidazol-1-yl)benzyl)-N-(3-methoxybenzyl)-4-methylthiazol-2-amine N1(C=NC=C1)C1=CC=C(CN(C=2SC=C(N2)C)CC2=CC(=CC=C2)OC)C=C1